6-(trimethylstannyl)pyrido[2,3-d]pyrimidin-7-one C[Sn](C1C=C2C(N=CN=C2)=NC1=O)(C)C